C(C1=CC=CC=C1)OC(CC=C(C(=O)O)CCCCCC)CCCCCCCCCCC 5-(benzyloxy)-2-hexyl-hexadeca-2-enoic acid